COC1=CC=C(C=C1)C1=NC2=CC=CC=C2C(=C1)NCCCNCCC1N(CCCC1)C(=O)OC(C)(C)C tert-butyl 2-(2-((3-((2-(4-methoxyphenyl)quinolin-4-yl)amino)propyl)amino)ethyl)piperidine-1-carboxylate